4-((1R,2S)-1-hydroxy-2-((S)-5H-imidazo[5,1-a]isoindol-5-yl)-7-azaspiro[3.5]nonane-7-carbonyl)-1-methylpiperidin-2-one O[C@@H]1[C@@H](CC12CCN(CC2)C(=O)C2CC(N(CC2)C)=O)[C@@H]2N1C(C3=CC=CC=C23)=CN=C1